N1N=CC(=C1)CN1C=C(C(C2=CC(=C(C=C12)N1[C@H](CCC1)COC1=NC=CC=C1Cl)Cl)=O)C(=O)O (R)-1-((1H-pyrazol-4-yl)methyl)-6-chloro-7-(2-(((3-chloropyridin-2-yl)oxy)methyl)pyrrolidin-1-yl)-4-oxo-1,4-dihydroquinoline-3-carboxylic acid